CN1CCN(CC1)CC1=C(C=C(C=C1)NC(C1=CN=CC(=C1)C#CC1=CN=C2N1N=C(C=C2)N2C[C@@H](N([C@@H](C2)C)C)C)=O)C(F)(F)F N-(4-((4-Methylpiperazin-1-yl)methyl)-3-(trifluoromethyl)phenyl)-5-((6-((3S,5R)-3,4,5-trimethylpiperazin-1-yl)imidazo[1,2-b]pyridazin-3-yl)ethynyl)nicotinamide